[K+].C(=O)(O)CCC[C@H](C(=O)[O-])C(F)F.FC=1C=C(C=C(C1)F)/C=C/C(=O)NNC(\C=C\C1=CC(=CC(=C1)F)F)=O |r| (E)-3-(3,5-difluorophenyl)-N'-((E)-3-(3,5-difluorophenyl)acryloyl)acrylohydrazide 5-carboxyl-2(R,S)-difluoromethylvalerate potassium salt